F/C=C(\CN)/COC1=CC=C(C=C1)S(=O)(=O)CC1CCOCC1 (E)-3-fluoro-2-((4-(((tetrahydro-2H-pyran-4-yl)methyl)sulfonyl)phenoxy)methyl)prop-2-en-1-amine